2-(3-oxa-8-azabicyclo[3.2.1]octan-8-yl)-N-(6-(5-methyl-1,3,4-thiadiazol-2-yl)isoquinolin-3-yl)acetamide C12COCC(CC1)N2CC(=O)NC=2N=CC1=CC=C(C=C1C2)C=2SC(=NN2)C